12-oxo-1,2,3,4-tetrahydro-12H-[1]benzothieno[2,3-d]pyrido[1,2-a]pyrimidine-7-carboxylic acid O=C1C2=C(N=C3N1C=CC=C3C(=O)O)SC3=C2CCCC3